7-bromo-5,9-diphenyl-5,9-dihydro-5,9-diaza-13b-boranaphtho[3,2,1-de]anthracene BrC=1C=C2N(C=3C=CC=CC3B3C2=C(C1)N(C=1C=CC=CC13)C1=CC=CC=C1)C1=CC=CC=C1